(S)-(2-(benzyloxy)-3-(2-(((benzyloxy)carbonyl)amino)-3-methoxy-3-oxopropyl)phenyl)boronic acid C(C1=CC=CC=C1)OC1=C(C=CC=C1C[C@@H](C(=O)OC)NC(=O)OCC1=CC=CC=C1)B(O)O